N-((2-(6-((1R,5S)-3-oxa-7,9-diazabicyclo[3.3.1]nonan-9-yl)pyridin-2-yl)-1,6-naphthyridin-7-yl)methyl)-3,4-dimethyl-5-(methylsulfonyl)benzamide [C@H]12COC[C@H](CNC1)N2C2=CC=CC(=N2)C2=NC1=CC(=NC=C1C=C2)CNC(C2=CC(=C(C(=C2)S(=O)(=O)C)C)C)=O